CN1N=C(C=C1)COC=1C=C(C=CC1)C(C)NC1=NC=NC=C1 N-[1-(3-{[(1-methyl-1H-pyrazol-3-yl)methyl]oxy}phenyl)ethyl]pyrimidin-4-amine